8-Cyclopentyl-N-(3-fluoro-5-(1-(4-fluorophenyl)-1H-pyrazol-4-yl)benzyl)-7-methyl-7H-purine-6-carboxamide C1(CCCC1)C1=NC2=NC=NC(=C2N1C)C(=O)NCC1=CC(=CC(=C1)C=1C=NN(C1)C1=CC=C(C=C1)F)F